2-oxo-1,2-dihydropyridin-3-yl carbamate C(N)(OC=1C(NC=CC1)=O)=O